C(C=C)C1(CCN(CC1)C(=O)OC(C)(C)C)C(=O)OC 1-tert-butyl 4-methyl 4-(prop-2-en-1-yl)piperidine-1,4-dicarboxylate